C(C1=CC=CC=C1)OC1=CC=2N(C=C1)N=C(C2C(=O)OCC)C ethyl 5-(benzyloxy)-2-methylpyrazolo[1,5-a]pyridine-3-carboxylate